The molecule is a N-hexacosenoylsphingosine-1-phosphocholine consisting of sphingosine as the sphingoid base acylated at the N atom by a (17Z)-hexacosenoyl group. It has a role as a mouse metabolite. It derives from a (17Z)-hexacosenoic acid. CCCCCCCCCCCCC/C=C/[C@H]([C@H](COP(=O)([O-])OCC[N+](C)(C)C)NC(=O)CCCCCCCCCCCCCCC/C=C\\CCCCCCCC)O